2-methylsulfonyl-acetyl chloride CS(=O)(=O)CC(=O)Cl